(S)-6-(4-(methoxycarbonyl)phenyl)-3,6-dihydro-[4,4'-bipyridyl]-1(2H)-carboxylic acid COC(=O)C1=CC=C(C=C1)[C@@H]1C=C(CCN1C(=O)O)C1=CC=NC=C1